FC1=C(C(=C(C=C1F)F)F)C(C(=O)O)(CCC)N=[N+]=[N-].N(=[N+]=[N-])CCCCC(=O)OC1=C(C(=CC(=C1F)F)F)F 2,3,5,6-tetrafluorophenyl 5-azidopentanate (2,3,5,6-tetrafluorophenyl-azidovalerate)